N[C@@H]1CC2=C(C=C(C(=N2)F)N2CCN(CC2)C(=O)OC(C)(C)C)OC1 tert-butyl (R)-4-(3-amino-6-fluoro-3,4-dihydro-2H-pyrano[2,3]pyridin-7-yl)piperazine-1-carboxylate